(1R,5S,6r)-6-[5-(difluoromethyl)-4-methyl-1,2-oxazol-3-yl]-3-azabicyclo[3.1.0]hexane TFA salt OC(=O)C(F)(F)F.FC(C1=C(C(=NO1)C1[C@H]2CNC[C@@H]12)C)F